ClC=1C=C(C=C2C=C(N=NC12)NC(=O)[C@H]1[C@H](C1)F)C=1C(=CC(=NC1)NC(OC(C)(C)C)=O)C tert-butyl N-[5-[8-chloro-3-[[(1S,2S)-2-fluorocyclopropanecarbonyl]amino] cinnolin-6-yl]-4-methyl-2-pyridyl]carbamate